(1S,3S)-N-((4-(5-(1,1-difluoroethyl)-1,2,4-oxadiazol-3-yl)bicyclo[2.2.2]octan-1-yl)methyl)-3-hydroxy-N-(3-(N-methylsulfamoyl)phenyl)-3-(trifluoromethyl)cyclobutane-1-carboxamide FC(C)(F)C1=NC(=NO1)C12CCC(CC1)(CC2)CN(C(=O)C2CC(C2)(C(F)(F)F)O)C2=CC(=CC=C2)S(NC)(=O)=O